p-tert-Butylcyclohexanol C(C)(C)(C)C1CCC(CC1)O